[N+](=O)([O-])C1=C2C(N(C(C2=CC=C1)=O)[C@H]1CN(CCC1)C(=O)OC(C)(C)C)=O tert-Butyl (R)-3-(4-nitro-1,3-dioxoisoindolin-2-yl)piperidine-1-carboxylate